5-nitro-2-((tetrahydro-2H-pyran-4-yl)amino)phenol [N+](=O)([O-])C=1C=CC(=C(C1)O)NC1CCOCC1